tert-butyl ((2-(2-fluoro-3-nitrophenyl)pyridin-3-yl)methyl-d2)(methyl)carbamate FC1=C(C=CC=C1[N+](=O)[O-])C1=NC=CC=C1C([2H])([2H])N(C(OC(C)(C)C)=O)C